N-(4-cyclopropylpyridin-2-yl)-2-methoxybenzamid C1(CC1)C1=CC(=NC=C1)NC(C1=C(C=CC=C1)OC)=O